tert-butyl 2-((2R,6S)-2,6-bis(3-methylpyridin-2-yl)piperidin-1-yl)ethylcarbamate CC=1C(=NC=CC1)[C@@H]1N([C@@H](CCC1)C1=NC=CC=C1C)CCNC(OC(C)(C)C)=O